ClC=1C=C(OCC(=O)O)C=C(C1CC1=C(C=C(C(=C1)C1=CC=CC=C1)O)Cl)Cl 2-[3,5-dichloro-4-[(2-chloro-4-hydroxy-5-phenyl-phenyl)methyl]phenoxy]acetic acid